CC1=CC=C(C=C1)S(=O)(=O)OC[C@H]1O[C@H](C[C@@H]1O)N1C2=NC(=NC(=C2N=C1)N)Cl ((2R,3S,5R)-5-(6-amino-2-chloro-9H-purin-9-yl)-3-hydroxytetrahydrofuran-2-yl)methyl 4-methylbenzenesulfonate